P(O)(O)=O.P(O)(O)=O.C(C)(C)(C)C1=C(C=CC(=C1)C(C)(C)C)C1=CC=C(C=C1)C1=CC=CC=C1 (2,4-di-tert-butylphenyl-4,4'-biphenyl) bisphosphonate